C(#N)C[C@@H]1N(CCNC1)C(=O)OCC1=CC=CC=C1 (S)-benzyl 2-(cyanomethyl)piperazine-carboxylate